CC=1C=C2C(=C(NC2=C(C1)C)C1=CC(=CC=C1)C)C=O 5,7-DIMETHYL-2-(3-METHYLPHENYL)-1H-INDOLE-3-CARBOXALDEHYDE